[(3S,5R)-5-[5-(4-chlorophenyl)-1,3,4-oxadiazol-2-yl]Pyrrolidin-3-yl]Acetamide ClC1=CC=C(C=C1)C1=NN=C(O1)[C@H]1C[C@H](CN1)CC(=O)N